BrCCC1CCN(CC1)C1=CC=C(C=C1)[N+](=O)[O-] 4-(2-bromoethyl)-1-(4-nitrophenyl)piperidine